NC1=C2C(=NC=N1)N(N=C2)[C@@H]2O[C@@H]([C@H]([C@H]2O)O)CSCC=2C(=NOC2C2=CC=CC=C2)C (2R,3R,4S,5S)-2-(4-Amino-1H-pyrazolo[3,4-d]pyrimidin-1-yl)-5-((((3-methyl-5-phenylisoxazol-4-yl)methyl)thio)methyl)tetrahydrofuran-3,4-diol